6-chloro-3-(1H-imidazol-1-yl)-5-methoxy-1-methyl-2-(5-(trifluoromethyl)-1H-1,2,4-triazol-3-yl)-1H-pyrrolo[3,2-b]pyridine ClC=1C=C2C(=NC1OC)C(=C(N2C)C2=NNC(=N2)C(F)(F)F)N2C=NC=C2